(S)-4'-(2-(1-hydroxyethyl)-4-oxopyrrolidine-1-carbonyl)-2-methyl-[1,1'-biphenyl]-3-carbonitrile OC(C)[C@H]1N(CC(C1)=O)C(=O)C1=CC=C(C=C1)C1=C(C(=CC=C1)C#N)C